CS(=O)(=O)C=1C=C(CNC2=NC(=NC=C2C(F)(F)F)NC2=CC=C(C=C2)N2CCN(CC2)CC2=C(C=CC=C2)C2C(NC(CC2)=O)=O)C=CC1 3-(2-((4-(4-((4-((3-(methylsulfonyl)benzyl)amino)-5-(trifluoromethyl)pyrimidin-2-yl)amino)phenyl)piperazin-1-yl)methyl)phenyl)piperidine-2,6-dione